CC1(O[C@@H]2[C@H](O1)C(=C[C@H]2N2C=CC1=C2N=CN=C1N)CCC1=CC=2N(C=C1)C(=CN2)C)C 7-((3aS,4R,6aR)-2,2-dimethyl-6-(2-(3-methylimidazo[1,2-a]pyridin-7-yl)ethyl)-3a,6a-dihydro-4H-cyclopenta[d][1,3]dioxol-4-yl)-7H-pyrrolo[2,3-d]pyrimidin-4-amine